OC(CC1=C(C=CC=C1)N1N=C2C(=N1)C=CC=C2CC(C(=O)OCCC[Si](OC(C)=O)(OC(C)=O)OC(C)=O)=C)CCC(CCC)C(C)(C)C 2-(2-hydroxy-5-tert-butyl-octylphenyl)benzotriazolemethacryloxypropyl-triacetoxysilane